methyl 4-amino-7-trifluoromethyl-1-(2-chlorophenyl)-2-oxopyrido[2,3-b]pyridin-3-carboxylate NC1=C(C(N(C2=NC(=CC=C21)C(F)(F)F)C2=C(C=CC=C2)Cl)=O)C(=O)OC